COC1=C(C#N)C=CC(=C1)C=1NC=C(N1)C(F)(F)F 2-methoxy-4-(4-(trifluoromethyl)-1H-imidazol-2-yl)benzonitrile